Diethyl 2-(6-chloro-3-fluoro-5-methoxycarbonylpyridin-2-yl)propanedioate Dimethyl-malonate CC(C(=O)O)(C(=O)O)C.ClC1=C(C=C(C(=N1)C(C(=O)OCC)C(=O)OCC)F)C(=O)OC